1-(4-(3,8-diazabicyclo-[3.2.1]octan-3-yl)-8-fluoro-2-((tetrahydro-1H-pyrrolizin-7a(5H)-yl)methoxy)-quinazolin-7-yl)-1,2,3,4-tetrahydro-quinolin-3-ol C12CN(CC(CC1)N2)C2=NC(=NC1=C(C(=CC=C21)N2CC(CC1=CC=CC=C21)O)F)OCC21CCCN1CCC2